6-(4-chloro-3-fluorophenyl)quinolin ClC1=C(C=C(C=C1)C=1C=C2C=CC=NC2=CC1)F